4-(2,6-Dihydroxy-4-propylphenyl)-5-methyl-1-(2,2,2-trifluoroethyl)indolin-2-one OC1=C(C(=CC(=C1)CCC)O)C1=C2CC(N(C2=CC=C1C)CC(F)(F)F)=O